ClC1=CC=C(C=C1)CC(=O)NN1C(C2=CC=CC=C2C(=N1)C1=CC=C(C=C1)F)=O 2-(4-chlorophenyl)-N-[4-(4-fluorophenyl)-1-oxophthalazin-2(1H)-yl]acetamide